ClC=1C(=NC=CC1)N1N=C(C=C1C(=O)NC=1C(=CC=2N(C1C(=O)NCC=1SC=CN1)N=CC2)C)OC 6-(1-(3-Chloropyridin-2-yl)-3-methoxy-1H-pyrazol-5-carboxamido)-5-methyl-N-(thiazol-2-ylmethyl)pyrazolo[1,5-a]pyridin-7-carboxamid